(2S,3S,4S)-2-(6-bromopyridin-2-ylcarbamoyl)-4-fluoro-3-hydroxypyrrolidine-1-carboxylic acid tert-butyl ester C(C)(C)(C)OC(=O)N1[C@@H]([C@@H]([C@H](C1)F)O)C(NC1=NC(=CC=C1)Br)=O